OC1=C(C=C(C(=O)OCC(CCCCOC(C2=CC(=C(C(=C2)OC)O)OC)=O)OC(C2=CC(=C(C(=C2)OC)O)OC)=O)C=C1OC)OC hexane-1,2,6-triyl tris(4-hydroxy-3,5-dimethoxybenzoate)